2-(3,4-dichlorophenyl)-1-ethyl-6-[[methoxycarbonyl(methyl)amino]methyl]-4-oxo-pyridine ClC=1C=C(C=CC1Cl)C=1N(C(=CC(C1)=O)CN(C)C(=O)OC)CC